ClC1=CC(=C(COC=2C=C(C=CC2)C2=C(C=C(C(=C2)F)CC2=NC3=C(N2[C@@H]2COCC2(C)C)C=C(C=C3)C(=O)O)F)C=C1)F (S)-2-((3'-((4-chloro-2-fluorobenzyl)oxy)-2,5-difluoro-[1,1'-biphenyl]-4-yl)methyl)-1-(4,4-dimethyltetrahydrofuran-3-yl)-1H-benzo[d]imidazole-6-carboxylic acid